(R)-3'-(1-acetyl-4-acryloylpiperazin-2-yl)-5'-chloro-4-fluoro-N-methyl-[1,1'-biphenyl]-3-carboxamide C(C)(=O)N1[C@@H](CN(CC1)C(C=C)=O)C=1C=C(C=C(C1)Cl)C1=CC(=C(C=C1)F)C(=O)NC